O1[C@H](COCC1)COC=1C=C(C(=O)O)C=C(C1)C=1SC(=CN1)C 3-[(2R)-1,4-dioxan-2-ylmethoxy]-5-(5-methyl-1,3-thiazol-2-yl)benzoic acid